1-[4-(pyridin-2-yloxy)piperidin-1-yl]-5,6-dihydro-4H-[1,2,4]triazolo[4,3-a][1]benzazepine N1=C(C=CC=C1)OC1CCN(CC1)C1=NN=C2N1C1=C(CCC2)C=CC=C1